C[C@@]12C[C@H](N[C@H]2C1)C(=O)OCC1=CC=CC=C1 benzyl (1S,3S,5S)-5-methyl-2-azabicyclo[3.1.0]hexane-3-carboxylate